2,2-bis(trifluoromethyl)-1,3-oxathiepan-7-one FC(C1(OC(CCCS1)=O)C(F)(F)F)(F)F